6-((3-(3-chloro-2-methylphenyl)azetidin-3-yl)amino)-2-(2-methoxyethyl)-3,3-dimethylisoindolin-1-one ClC=1C(=C(C=CC1)C1(CNC1)NC1=CC=C2C(N(C(C2=C1)=O)CCOC)(C)C)C